C1=NC2=C(C(=O)N1)N=CN2C3[C@H]([C@@H]([C@H](O3)CO)O)O Arabinosylhypoxanthine